F[C@H]1C[C@H](N(C1)C(CN1CCC(CC1)N(C)C=1C2=C(C=NC1)C=CO2)=O)C#N (2S,4S)-4-fluoro-1-[2-[4-[furo[3,2-c]pyridin-7-yl-(methyl)amino]-1-piperidinyl]acetyl]pyrrolidine-2-carbonitrile